CN1C=2C=3C=NC=C([C@H](C/C=C/[C@H](C(NC2C=N1)=O)C)NC(OC(C)(C)C)=O)C3 tert-butyl N-[(9R,10E,13S)-3,9-dimethyl-8-oxo-3,4,7,16-tetraazatricyclo[12.3.1.02,6]octadeca-1(18),2(6),4,10,14,16-hexaen-13-yl]carbamate